5-(5-butyl-2-methylsulfonylpyrimidin-4-yl)-1-methylpyridin-2-one C(CCC)C=1C(=NC(=NC1)S(=O)(=O)C)C=1C=CC(N(C1)C)=O